COC(=O)C1=NN(C(=N1)C)CC1=C(C=CC=C1)Cl methyl-1-[(2-chlorophenyl)methyl]-1,2,4-triazole-3-carboxylic acid methyl ester